[O-]C(=O)C(O)C(O)C(=O)O.C(CCCCCCCCCCC)[N+](C)(C)C Dodecyltrimethylammonium bitartrate